COC1=C(C=CC=C1)[C@H](CN1C(N(C(C2=C1SC(=C2C)C#CC)=O)C=2C=NC=C(C(=O)O)C2)=O)OC2CCOCC2 (R)-5-(1-(2-(2-methoxyphenyl)-2-((tetrahydro-2H-pyran-4-yl)oxy)ethyl)-5-methyl-2,4-dioxo-6-(prop-1-yn-1-yl)-1,4-dihydrothieno[2,3-d]pyrimidin-3(2H)-yl)nicotinic acid